CC1=C(C(OC=2C=C3C(=CC12)OCO3)=O)CC(=O)O 2-(8-methyl-6-oxo-6H-[1,3]dioxolo[4,5-g]chromen-7-yl)acetic acid